C(C)OC1=C(C=C(C=C1)C1=NC(=NC=C1C)NC=1C=NN(C1)C(C)C)F 4-(4-ethoxy-3-fluorophenyl)-N-(1-isopropyl-1H-pyrazol-4-yl)-5-methylpyrimidin-2-amine